(S)-1-(1-Isopropylpiperidin-3-yl)-6-methyl-5-(8-methyl-[1,2,4]triazolo[1,5-a]pyridin-6-yl)-1,3-dihydro-2H-benzo[d]imidazol-2-on C(C)(C)N1C[C@H](CCC1)N1C(NC2=C1C=C(C(=C2)C=2C=C(C=1N(C2)N=CN1)C)C)=O